(5-amino-1-{6-[(2,6-difluorophenyl)oxy]-4-methylpyridin-3-yl}pyrazol-4-yl)[3-(hydroxymethyl)-2-(1-methylazetidin-3-yl)-2,3,4,7-tetrahydro-1H-pyrrolo[2,3-H]isoquinolin-8-yl]methanone NC1=C(C=NN1C=1C=NC(=CC1C)OC1=C(C=CC=C1F)F)C(=O)C1=CC=2C(=CC=C3CC(N(CC23)C2CN(C2)C)CO)N1